2,2-dichloroazobenzene ClC1(C(C=CC=C1)N=NC1=CC=CC=C1)Cl